CC1C=2N(CC(N1C(=O)[O-])C)N=CC2 4,6-dimethyl-6,7-dihydro-4H-pyrazolo[1,5-a]pyrazine-5-carboxylate